C(#N)C1=C(SC=2CN(CCC21)CC2=CC(=CC=C2)C)NC(CC2=CC=C(C=C2)S(N)(=O)=O)=O N-(3-Cyano-6-(3-methylbenzyl)-4,5,6,7-tetrahydrothieno[2,3-c]pyridin-2-yl)-2-(4-sulfamoylphenyl)acetamid